C(C)(C)(C)OC(=O)N1[C@@H](CN(CC1)C1=CC2=C(N(C(O2)=O)C)C=C1)C (2R)-2-methyl-4-(3-methyl-2-oxo-1,3-benzoxazol-6-yl)piperazine-1-carboxylic acid tert-butyl ester